4-[3-(5-fluoro-2-pyridinyl)-1-isopropyl-pyrazol-4-yl]-1H-pyrrolo[2,3-b]pyridine FC=1C=CC(=NC1)C1=NN(C=C1C1=C2C(=NC=C1)NC=C2)C(C)C